BrC1=CC2=C(N(C=N2)C2CC(C2)(C)O)C(=C1)C#N 5-bromo-1-[(cis)-3-hydroxy-3-methylcyclobutyl]-1H-1,3-benzodiazole-7-carbonitrile